FC=1C=NC=2OC(C3C4CCC(CN3C3=NC(N(C1C32)C)=O)N4C(=O)[O-])C 14-fluoro-9,16-dimethyl-17-oxo-10-oxa-2,12,16,18,20-pentazapentacyclo[9.7.1.14,7.02,8.015,19]icosa-1(18),11(19),12,14-tetraene-20-carboxylate